1,4-diaminocycloheptane NC1CCC(CCC1)N